N-hydroxymethyl-2-pyrrolidone OCN1C(CCC1)=O